2-(2-acetamido-3,5-difluorophenoxy)-5-fluoropyrimidine C(C)(=O)NC1=C(OC2=NC=C(C=N2)F)C=C(C=C1F)F